ClC=1C=C(C=C(C1)Cl)C1=CC(=CC(=C1)OC=1C=NC(=CC1)N1CC2N(CC1)C(NC2)=O)CN2CCC(CC2)CNC(C)=O N-((1-((3',5'-dichloro-5-((6-(3-oxohexahydroimidazo[1,5-a]pyrazin-7(1H)-yl)pyridin-3-yl)oxy)-[1,1'-biphenyl]-3-yl)methyl)piperidin-4-yl)methyl)acetamide